1-[(8-fluoro-2-methyl-3,4-dihydro-1H-isoquinolin-7-yl)methyl]-N-{[2-fluoro-3-methoxy-6-(4-methyl-1,2,3-triazol-1-yl)phenyl]methyl}-3-(methoxymethyl)pyrazole-4-carboxamide FC=1C(=CC=C2CCN(CC12)C)CN1N=C(C(=C1)C(=O)NCC1=C(C(=CC=C1N1N=NC(=C1)C)OC)F)COC